2,3,5,6-tetrafluorophenyl 3-(2-{2-[2-(2,5-dioxopyrrol-1-yl) ethoxy]ethoxy}ethoxy)propanoate O=C1N(C(C=C1)=O)CCOCCOCCOCCC(=O)OC1=C(C(=CC(=C1F)F)F)F